ClC=1C=C2C=C(C=C(C2=CC1)C1=C(C=2N=C(N=C(C2C=N1)N1CC2CC(C(C1)C2)O)OC[C@]21CCCN1C[C@@H](C2)F)F)O 3-(7-(6-chloro-3-hydroxynaphthalen-1-yl)-8-fluoro-2-(((2R,7aS)-2-fluorohexahydro-1H-pyrrolizin-7a-yl)methoxy)pyrido[4,3-d]pyrimidin-4-yl)-3-azabicyclo[3.2.1]octan-6-ol